[6-[(5-cyclopropyl-1H-1,2,4-triazol-3-yl)methyl]-2-azaspiro[3.3]heptan-2-yl]-[6-[3-(trifluoromethyl)-1,2,4-triazol-1-yl]-2-azaspiro[3.3]heptan-2-yl]methanone C1(CC1)C1=NC(=NN1)CC1CC2(CN(C2)C(=O)N2CC3(C2)CC(C3)N3N=C(N=C3)C(F)(F)F)C1